COC1=CC=C(CN2NC=CC=C2)C=C1 2-(4-methoxybenzyl)pyridazine